3-(oxetan-2-ylmethyl)-1-tetrahydropyran-2-yl-indazole-5-carboxylic acid O1C(CC1)CC1=NN(C2=CC=C(C=C12)C(=O)O)C1OCCCC1